bis(4-carboxyphenoxy)p-terphenyl tert-butyl-5-((2'-chloro-[2,4'-bipyrimidin]-4-yl)ethynyl)-1H-indazole-1-carboxylate C(C)(C)(C)OC(=O)N1N=CC2=CC(=CC=C12)C#CC1=NC(=NC=C1)C1=NC(=NC=C1)Cl.C(=O)(O)C1=CC=C(OC2=CC=C(C=C2)C2=CC=C(C=C2)C2=CC=C(C=C2)OC2=CC=C(C=C2)C(=O)O)C=C1